methyl L-2-amino-4-chlorobutyrate-L-tartrate salt C(=O)(O)[C@H](O)[C@@H](O)C(=O)O.N[C@H](C(=O)OC)CCCl